N-[(5-chlorothiophen-2-yl)methyl]-3-{1-[(3-methoxyphenyl)methyl]piperidin-4-yl}-1H-pyrazol-5-amine ClC1=CC=C(S1)CNC1=CC(=NN1)C1CCN(CC1)CC1=CC(=CC=C1)OC